C(#C)C1=CC2=C(N=C(N2)C)C=C1 5-ethynyl-2-methyl-3H-1,3-benzodiazole